pentaerythritol penta-acrylate C(C=C)(=O)O.C(C=C)(=O)O.C(C=C)(=O)O.C(C=C)(=O)O.C(C=C)(=O)O.OCC(CO)(CO)CO